N1C=C(C2=CC=CC=C12)CCCNC([SH-]C)=S N-[3-(Indol-3-yl)propyl]-S-methyl-dithiocarbamate